[Fe](Cl)(Cl)Cl.C1(=CC=CC=C1)C=1C2=CC=C(N2)C(=C2C=CC(C(=C3C=CC(=C(C=4C=CC1N4)C4=CC=CC=C4)N3)C3=CC=CC=C3)=N2)C2=CC=CC=C2 5,10,15,20-tetraphenylporphyrin iron (III) chloride